C1(CCCC1)N(C=1N=CC=C(C(=O)N(C)C)C1)C 6-(cyclopentyl-(methyl)amino)-N,N-dimethylisonicotinamide